CC=1N=CC(=NC1)N[C@@H]1C[C@H](CC1)NC1=CC=C(C=N1)N1C(C=CC(=C1)C1=NN=NN1)=O 6'-(((1S,3S)-3-((5-Methylpyrazin-2-yl)amino)cyclopentyl)amino)-5-(1H-tetrazol-5-yl)-2H-[1,3'-bipyridin]-2-one